P(N)(O)=O phosphonic acid, amide